C(C=C)N(C(O)=O)C(C(=O)NC1=CC(=C(C=C1)[Si](C)(C)C)F)C1=CC=C(C=C1)OC.C(C)(C)(C)N1[C@@H](CC(C1)C1=CC=C(C=C1)C(F)(F)F)C(=O)N1CCOCC1 (2S)-tert-butyl-2-(morpholine-4-carbonyl)-4-(4-(trifluoromethyl)phenyl)pyrrolidine Allyl-(2-((3-fluoro-4-(trimethylsilyl)phenyl)amino)-1-(4-methoxyphenyl)-2-oxoethyl)carbamate